NC1=NC(NC(N1)=O)=O amino-azauracil